6-(5-chloro-1-((6-phenylpyridin-3-yl)methyl)-1H-indazole-7-carboxamido)spiro[3.3]heptane ClC=1C=C2C=NN(C2=C(C1)C(=O)NC1CC2(CCC2)C1)CC=1C=NC(=CC1)C1=CC=CC=C1